nonamethylene diisocyanate C(CCCCCCCCN=C=O)N=C=O